CS(=O)(=O)COC1=CC=C(N)C=C1 4-(methanesulfonylmethoxy)aniline